CC1(CC(C1)(C1=NN=CN1C)C=1C=C(N)C=CC1)C 3-(3,3-dimethyl-1-(4-methyl-4H-1,2,4-triazol-3-yl)cyclobutyl)aniline